[O-2].[Ti+4].[Mg+2].[O-2].[O-2] MAGNESIUM-TITANIUM OXIDE